Sodium 4-(3,4-dimethoxybenzyl)-5-oxo-3-(quinolin-2-yl)-4,5-dihydro-1,2,4-triazol-1-ide COC=1C=C(CN2C(=N[N-]C2=O)C2=NC3=CC=CC=C3C=C2)C=CC1OC.[Na+]